Cl.N1=C(N=CC=C1)N1CCN(CC1)CCCCN1C(CC2(CCCC2)CC1=O)=O N-[4-[4-(2-pyrimidinyl)-1-piperazinyl]butyl]-8-azaspiro[4.5]decane-7,9-dione hydrochloride